2-[[2-(2-hydroxyphenyl)-1H-benzimidazol-1-yl]methyl]-1,2-benzenediol OC1=C(C=CC=C1)C1=NC2=C(N1CC1(C(C=CC=C1)O)O)C=CC=C2